1-(4-methylphenyl)piperidine-4-carboxamide CC1=CC=C(C=C1)N1CCC(CC1)C(=O)N